C(C1=CC=CC=C1)OC1=NC(=CC=C1C1=NC=C(C(=C1)F)Br)OCC1=CC=CC=C1 2',6'-Bis(benzyloxy)-5-bromo-4-fluoro-2,3'-bipyridine